1-[2-(aminoxy)ethyl]-uracil O(N)CCN1C(=O)NC(=O)C=C1